ClC=1C2=C(N=C(N1)F)N(C=C2)[C@@H]2O[C@@H]([C@H]([C@H]2O)O)CO (2R,3R,4S,5R)-2-(4-Chloro-2-fluoro-7H-pyrrolo[2,3-d]pyrimidin-7-yl)-5-(hydroxymethyl)tetrahydrofuran-3,4-diol